selenium vanadium carbon [C].[V].[Se]